Cl[C@H]1[C@H](Cl)[C@H](Cl)[C@@H](Cl)[C@H](Cl)[C@H]1Cl α-hexachlorocyclohexane